(4-(7-(2-bromoethoxy)-6-methoxyquinazolin-4-yl)phenyl)-2-(4-(trifluoromethyl)phenyl)acetamide BrCCOC1=C(C=C2C(=NC=NC2=C1)C1=CC=C(C=C1)C(C(=O)N)C1=CC=C(C=C1)C(F)(F)F)OC